FC1=C(C=C(C(=C1)C)F)CCCC(=O)O 4-(2,5-difluoro-4-methylphenyl)butyric acid